3-formyl-1-(4-cyanobenzyl)-4-oxo-4H-pyrido[1,2-a]pyrimidinium C(=O)C1=C[N+](=C2N(C1=O)C=CC=C2)CC2=CC=C(C=C2)C#N